Tert-Butyl 3-(phenylsulfonamidomethyl)piperidine-1-carboxylate C1(=CC=CC=C1)S(=O)(=O)NCC1CN(CCC1)C(=O)OC(C)(C)C